2-(4-(2-ethyl-6-(5-(hydroxymethyl)-1-methyl-1H-1,2,3-triazol-4-yl)pyridin-3-yl)morpholin-2-yl)acetic acid ethyl ester C(C)OC(CC1CN(CCO1)C=1C(=NC(=CC1)C=1N=NN(C1CO)C)CC)=O